2-cyano-1-(5-(1-(2-thienylformyl)piperazine-4-yl)pentyl)-3-(3-fluoro-4-pyridinyl)guanidine C(#N)N=C(NCCCCCN1CCN(CC1)C(=O)C=1SC=CC1)NC1=C(C=NC=C1)F